3-[(trifluoromethyl)sulfanyl]aniline FC(F)(F)SC=1C=C(N)C=CC1